FC(C(=O)O)(F)F.N1(N=CN=C1)C[C@@H]1OC[C@@H](N(C1)C1CCN(CC1)C=1NC(=NN1)N)CC1=CC=C(C=C1)Cl 5-(4-((2R,5S)-2-((1H-1,2,4-triazol-1-yl)methyl)-5-(4-chlorobenzyl)morpholino)-piperidin-1-yl)-4H-1,2,4-triazol-3-amine 2,2,2-trifluoroacetate